NC1CCC(CC1)N1C(N(CC1)C1=NC=C(N=C1)C(F)F)=O 1-((1r,4r)-4-aminocyclohexyl)-3-(5-(difluoromethyl)pyrazin-2-yl)imidazolidin-2-one